C(C1=CC=CC=C1)OC=1C(=C2CC[C@@](OC2=C(C1C)C)(CC(\C=C(\CC\C=C(\CCC=C(C)C)/C)/C)S(=O)(=O)C1=CC=CC=C1)C)C (2R)-6-(benzyloxy)-2,5,7,8-tetramethyl-2-((3E,7E)-4,8,12-trimethyl-2-(phenylsulfonyl)trideca-3,7,11-trien-1-yl)chromane